3-nitro-1,2-dihydroxyanthracene-9,10-dione [N+](=O)([O-])C=1C(=C(C=2C(C3=CC=CC=C3C(C2C1)=O)=O)O)O